3-cyclopropyl-1-((3,3-difluorocyclopentyl)methyl)-4-(trifluoromethyl)-1H-pyrazole C1(CC1)C1=NN(C=C1C(F)(F)F)CC1CC(CC1)(F)F